C1(=CC=CC=C1)C1=C(C2=C(OC3=C2C=CC=C3)C=C1)C1=NN=NC(=C1C1=C(C=CC=C1)C1=CC=CC=C1)C1=CC=CC=C1 (phenyl)[(phenyl)(biphenylyl)triazinyl]dibenzofuran